N-benzyl-4,5,5,5-tetrafluoro-N-methyl-4-(trifluoromethyl)pentanamide Tert-butyl-(E)-(2-(((2-butyl-[1,2,4]triazolo[1,5-a]pyridin-6-yl)oxy)methyl)-3-fluoroallyl)carbamate C(C)(C)(C)N(C(O)=O)C/C(=C\F)/COC=1C=CC=2N(C1)N=C(N2)CCCC.C(C2=CC=CC=C2)N(C(CCC(C(F)(F)F)(C(F)(F)F)F)=O)C